4-(2,4-dimethoxyphenyl)-2,3-naphthyridin-1-one COC1=C(C=CC(=C1)OC)C1=NNC(C2=CC=CC=C12)=O